4-(2-chloro-6-ethyl-5,6,7,8-tetrahydro-1,3,6-triaza-4-naphthyloxy)-3-fluoro-14,14-dimethyl-5,13,17-triazatetracyclo[8.7.0.02,7.011,16]heptadeca-1(10),2,4,6,11(16)-pentaen-12-one ClC1=NC=2CCN(CC2C(=N1)OC=1C(=C2C=3NC=4CC(NC(C4C3CCC2=CN1)=O)(C)C)F)CC